3-methoxy-5-[4-(4-methyl-1,2,4-triazol-3-yl)piperidin-1-yl]pyridine-4-carbonitrile COC=1C=NC=C(C1C#N)N1CCC(CC1)C1=NN=CN1C